ClC=1C(=C(C=C(C1)F)[C@H](C)N1C(N(C(C1)=O)CC(=O)N)=O)CO (S)-2-(3-(1-(3-chloro-5-fluoro-2-(hydroxymethyl)phenyl)ethyl)-2,5-bisoxoimidazolidin-1-yl)acetamide